F[Sb-](F)(F)(F)(F)F.ClC1=C(C=CC(=C1)C(C1=CC=CC=C1)=O)SC1=CC=C(C=C1)[S+](C1=CC=C(C=C1)OCCO)C1=CC=C(C=C1)OCCO 4-(2-chloro-4-benzoyl-phenylthio)phenyl-bis(4-(β-hydroxyethoxy)phenyl)sulfonium hexafluoroantimonate